2-(4-aminophenyl)-2-hydroxy-N,N-dimethyl-acetamide NC1=CC=C(C=C1)C(C(=O)N(C)C)O